6-(4-hydroxy-1-piperidyl)pyridine-3-carboxamide OC1CCN(CC1)C1=CC=C(C=N1)C(=O)N